N-((S)-2,2-dicyclopropyl-1-(5-(((S)-2-oxo-4-(trifluoro-methyl)imidazolidin-1-yl)methyl)benzo[d]oxazol-2-yl)ethyl)oxazole-5-carboxamide C1(CC1)C([C@@H](C=1OC2=C(N1)C=C(C=C2)CN2C(N[C@@H](C2)C(F)(F)F)=O)NC(=O)C2=CN=CO2)C2CC2